1-pentyl-4-(trans-4-vinyl-cyclohexyl)benzene C(CCCC)C1=CC=C(C=C1)[C@@H]1CC[C@H](CC1)C=C